tert-butyl 3-((3-(tert-butyl)-1-methyl-1H-pyrazol-5-yl)carbamoyl)-4,7-dihydrothieno[2,3-c]pyridine-6(5H)-carboxylate C(C)(C)(C)C1=NN(C(=C1)NC(=O)C1=CSC=2CN(CCC21)C(=O)OC(C)(C)C)C